1-((2-butyloctyl) oxy)-1-oxononadecan-10-yl-1-methylpiperidine-4-carboxylate C(CCC)C(COC(CCCCCCCCC(CCCCCCCCC)OC(=O)C1CCN(CC1)C)=O)CCCCCC